FC1=CC(=CC2=C1N=C(S2)C2CCNCC2)C=2C=C(C=1N(N2)C=C(N1)C)C 6-[4-Fluoro-2-(piperidin-4-yl)-1,3-benzothiazol-6-yl]-2,8-dimethylimidazo[1,2-b]pyridazin